diaminoethyl-3-aminopropyl-trimethoxysilane methyl-4-bromo-1-ethyl-1H-pyrazole-5-carboxylate COC(=O)C1=C(C=NN1CC)Br.NC(CCO[Si](OC)(OC)CCCN)N